(R)-(8-bromo-2,3-dihydro-4H-pyrido[4,3-b][1,4]oxazin-4-yl)(1-(3-Fluorobenzyl)pyrrolidin-3-yl)methanone BrC1=CN=CC2=C1OCCN2C(=O)[C@H]2CN(CC2)CC2=CC(=CC=C2)F